2-[1-(2,2-difluoroethyl)-3-methyl-1H-pyrazolo[3,4-d]pyrimidin-6-yl]-6-[2-(trifluoromethyl)pyridin-4-yl]-2,6-diazaspiro[3.4]octane FC(CN1N=C(C=2C1=NC(=NC2)N2CC1(C2)CN(CC1)C1=CC(=NC=C1)C(F)(F)F)C)F